FC1=CC=C(C=C1)C=1C(=NNC1)C=1C=CC=2N(C1)C(=CN2)C=2C=CC(=NC2)NC(OC)=O methyl N-[5-[6-[4-(4-fluorophenyl)-1H-pyrazol-3-yl]imidazo[1,2-a]pyridin-3-yl]-2-pyridyl]carbamate